N-[5-CYANO-6-(1,2,3-TRIAZOL-2-YL)PYRIDIN-3-YL]-4-CYCLOPROPYL-3-(OXAN-3-YL)-1,2-THIAZOLE-5-CARBOXAMIDE C(#N)C=1C=C(C=NC1N1N=CC=N1)NC(=O)C1=C(C(=NS1)C1COCCC1)C1CC1